N-(4-amino-1-methyl-1H-pyrazolo[4,3-c]pyridin-7-yl)-2-(2-(benzo[d]thiazol-5-yl)-5-methylpiperidin-1-yl)-2-oxo-acetamide NC1=NC=C(C2=C1C=NN2C)NC(C(=O)N2C(CCC(C2)C)C=2C=CC1=C(N=CS1)C2)=O